CC=1C(=C(C=CC1C)C=1N=CSC1)C=1NC=C(N1)C 4-(3,4-dimethyl-2-(4-methyl-1H-imidazol-2-yl)phenyl)thiazole